2-Aminopent-4-en-1-ol NC(CO)CC=C